ClC1=C(C(=CC=C1)C)N1C(N(C2=C(C1)C=NC(=C2)NCC2=C(C=C(C=C2)OC)OC)C2CN(C2)C)=O 3-(2-chloro-6-methyl-phenyl)-7-[(2,4-dimethoxyphenyl)methylamino]-1-(1-methylazetidin-3-yl)-4H-pyrido[4,3-d]pyrimidin-2-one